(S)-2-((2-(2-Cyclopentylethyl)-6-(pyridin-2-yl)-4-((trifluoromethyl)sulfonyl)-2,3,4,5-tetrahydro-1H-benzo[e][1,4]diazepin-1-yl)methyl)pyridin-4-amine C1(CCCC1)CC[C@H]1CN(CC2=C(N1CC1=NC=CC(=C1)N)C=CC=C2C2=NC=CC=C2)S(=O)(=O)C(F)(F)F